(6-methoxy-1-allyl-2-oxoindolin-3-ylidene)hydrazinodithio-carboxylic acid methyl ester CSC(=S)NN=C1C(N(C2=CC(=CC=C12)OC)CC=C)=O